3-(1-Cyclohexylethyl)-2-oxo-2,3-dihydro-1H-benzo[d]Imidazole-1-carboxylic acid tert-butyl ester C(C)(C)(C)OC(=O)N1C(N(C2=C1C=CC=C2)C(C)C2CCCCC2)=O